CC1=CC=C(C=C1)S(=O)(=O)OC1=NC(=NC2=NC(=C(N=C12)OC)C)C1C[C@@H](OCC1)C1=CN(C(C=C1)=O)C [6-methoxy-7-methyl-2-[(2R)-2-(1-methyl-6-oxo-3-pyridyl)-tetrahydropyran-4-yl]pteridin-4-yl] 4-methylbenzenesulfonate